2-(3-chlorobenzyl)-8-methyl-N-(4-methylbenzyl)-4,5-dihydro-2H-furo[2,3-g]indazole-7-carboxamide ClC=1C=C(CN2N=C3C4=C(CCC3=C2)OC(=C4C)C(=O)NCC4=CC=C(C=C4)C)C=CC1